ClC=1C=C(C=C(C1)Cl)C1=CC(=CC(=N1)OC=1C=NC(=NC1)N1CCN(CC1)C(=O)OC(C)(C)C)C(=O)OC tert-butyl 4-(5-((6-(3,5-dichlorophenyl)-4-(methoxycarbonyl)pyridine-2-yl)oxy)pyrimidin-2-yl)piperazine-1-carboxylate